ClC1=NC=C2C(=C(C(N(C2=C1F)CC1=CC=C(C=C1)OC)=O)CC)O 7-chloro-3-ethyl-8-fluoro-4-hydroxy-1-(4-methoxybenzyl)-1,6-naphthyridin-2(1H)-one